OCl The molecule is a chlorine oxoacid with formula HOCl; a weak, unstable acid, it is the active form of chlorine in water. It has a role as a human metabolite, an EC 3.1.1.7 (acetylcholinesterase) inhibitor and an EC 2.5.1.18 (glutathione transferase) inhibitor. It is a member of reactive oxygen species and a chlorine oxoacid. It is a conjugate acid of a hypochlorite.